[N+](=O)([O-])C1=C(O)C(C)=CC=C1C(C)C mononitrocarvacrol